OC=1C=C(C(=O)N[C@H](C(=O)N2[C@@H](C[C@H](C2)O)C(=O)NCC2=CC=C(C=C2)C2=C(N=CS2)C)C(C)(C)C)C=CC1O (2S,4R)-1-((S)-2-(3,4-dihydroxybenzamido)-3,3-dimethylbutanoyl)-4-hydroxy-N-(4-(4-methylthiazol-5-yl)benzyl)pyrrolidine-2-carboxamide